COC(=O)C1=CC=C(C=2C=C(OC21)C)N2CCN(CC2)C(=O)OC(C)(C)C Tert-butyl 4-[7-(methoxycarbonyl)-2-methyl-1-benzofuran-4-yl]piperazine-1-carboxylate